9,10-diphenylanthracene-2-sulfonate C1(=CC=CC=C1)C=1C2=CC=CC=C2C(=C2C=CC(=CC12)S(=O)(=O)[O-])C1=CC=CC=C1